BrC1=CC=C(C=C1)C(CO)(C)C 2-(4-bromophenyl)-2-methylpropan-1-ol